7-(1-Benzylpiperidin-3-yl)-2-(4-methoxypyridin-3-yl)pyrazolo[1,5-a]pyrimidine C(C1=CC=CC=C1)N1CC(CCC1)C1=CC=NC=2N1N=C(C2)C=2C=NC=CC2OC